C(#N)C=1C=NC2=CC=C(C=C2C1NC(C)C1=CC=CC=C1)C=1C=C(C=NC1)NS(=O)(=O)C N-(5-(3-cyano-4-((1-phenylethyl)amino)quinolin-6-yl)pyridin-3-yl)methanesulfonamide